3-[[2-fluoro-4-(trifluoromethyl)phenyl]methoxy]-N-[2-(1H-triazol-5-yl)ethyl]azetidine-1-carboxamide FC1=C(C=CC(=C1)C(F)(F)F)COC1CN(C1)C(=O)NCCC1=CN=NN1